COC=1C=C(C#N)C=C(C1B1OC(C(O1)(C)C)(C)C)C 3-methoxy-5-methyl-4-(4,4,5,5-tetramethyl-1,3,2-dioxaborolan-2-yl)benzonitrile